FC(CN1[C@@H](C=2NC3=CC=CC=C3C2C[C@H]1C)C1=CC(=C(C=C1)OC1CN(C1)CCC)F)(C)C (1R,3R)-2-(2-fluoro-2-methylpropyl)-1-(3-fluoro-4-((1-propylazetidin-3-yl)oxy)phenyl)-3-methyl-2,3,4,9-tetrahydro-1H-pyrido[3,4-b]indole